5-chloro-N-[4-(3-chloro-4-cyano-phenoxy)cyclohexyl]pyrazine-2-carboxamide ClC=1N=CC(=NC1)C(=O)NC1CCC(CC1)OC1=CC(=C(C=C1)C#N)Cl